C12(CC3CC(CC(C1)C3)C2)C(=O)OCC(COS(=O)(=O)ON2[C@@H]3CC[C@H](N(C2=O)C3)C(N)=O)(C)C 3-(((((1R,2S,5R)-2-carbamoyl-7-oxo-1,6-diazabicyclo[3.2.1]octan-6-yl)oxy)sulfonyl)oxy)-2,2-dimethylpropyl adamantane-1-carboxylate